C(C)(C)(C)OC(=O)NCCC1=C(NC2=CC=CC=C12)CC(=O)O 2-[3-(2-(t-Butoxycarbonylamino)-ethyl)-1H-indol-2-yl]-acetic acid